C(CC)(=O)NC=1C=C(C(=O)NCCOC2=CC=C(C=C2)S(F)(F)(F)(F)F)C=CN1 2-propionamido-N-(2-(4-(pentafluorosulfanyl)phenoxy)ethyl)isonicotinamide